C(CCCCCCC)[C@H]1[C@H](C1)CCCCCCCC(CCCCCCC)N 1-[(1S,2R)-2-octylcyclopropyl]pentadecan-8-amine